NCC(=O)[O-].[Se+2].NCC(=O)[O-] selenium (glycinate)